[Si]([O-])([O-])([O-])[O-].[Na+].[Al+3] aluminum sodium Silicate